N[C@@H](CNC1=NC(=C2C(=N1)N(N=C2)C)NCC2C(C2)(C)C)C2=CC=CC=C2 N6-[(2R)-2-amino-2-phenyl-ethyl]-N4-[(2,2-dimethylcyclopropyl)methyl]-1-methyl-pyrazolo[3,4-d]pyrimidine-4,6-diamine